N-Cyclopropylpyrrolidin-3-carboxamid C1(CC1)NC(=O)C1CNCC1